lithium butyloxide C(CCC)OCCCC.[Li]